ClC=1C=CC=C2C=CC=C(C12)C1CC=2N=C(N=C(C2CO1)N1C[C@@H](N(CC1)C(=O)OC(C)(C)C)CC#N)S(=O)(=O)C tert-butyl (2S)-4-(7-(8-chloronaphthalen-1-yl)-2-(methylsulfonyl)-7,8-dihydro-5H-pyrano[4,3-d]pyrimidin-4-yl)-2-(cyanomethyl)piperazine-1-carboxylate